(S)-imino(3-{[(7-methoxyquinolin-4-yl)oxy]methyl}phenyl)methyl-λ6-sulfanone N=S(=O)CC1=CC(=CC=C1)COC1=CC=NC2=CC(=CC=C12)OC